Cl.NC\C=C(\CN1C(=NC2=C1C=CC=C2C=2C=C(C=CC2)S(=O)(=O)NC)C)/F (Z)-3-(1-(4-amino-2-fluorobut-2-en-1-yl)-2-methyl-1H-benzo[d]imidazol-4-yl)-N-methylbenzenesulfonamide hydrochloride